5-(4-cyclopropyl-1H-pyrazol-1-yl)-3-(ethylsulfanyl)-2-[7-methyl-3-(1,1,2,2,2-pentafluoroethyl)-7H-imidazo[4,5-c]pyridazin-6-yl]pyridine C1(CC1)C=1C=NN(C1)C=1C=C(C(=NC1)C1=NC2=C(N=NC(=C2)C(C(F)(F)F)(F)F)N1C)SCC